1-(2-Aminoethyl)-2-(4-chloro-2-(hydroxymethyl)benzyl)-5-(3,5-difluorobenzyl)-1,2,4,5,6,7-hexahydro-3H-pyrazolo[4,3-c]pyridin-3-one NCCN1N(C(C=2CN(CCC21)CC2=CC(=CC(=C2)F)F)=O)CC2=C(C=C(C=C2)Cl)CO